(Z)-5-fluoro-3-(4-(1-(4-fluorophenyl)-1H-1,2,3-triazol-4-yl)benzylidene)indolin-2-one FC=1C=C2/C(/C(NC2=CC1)=O)=C/C1=CC=C(C=C1)C=1N=NN(C1)C1=CC=C(C=C1)F